tert-butyl 4-(2-amino-7-fluoro-1H-benzo[d]imidazol-5-yl)piperidine-1-carboxylate NC1=NC2=C(N1)C(=CC(=C2)C2CCN(CC2)C(=O)OC(C)(C)C)F